[OH-].CN1C=[N+](C(=C1)C)C 1,3,4-trimethylimidazolium hydroxide